N=1C=CN2C1C=NC(=C2)C=2C=CC(=C(C2)O)C2=CN=C(N=N2)N2CC1(C2)CCN(CC1)C 5-(imidazo[1,2-a]pyrazin-6-yl)-2-[3-(7-methyl-2,7-diazaspiro[3.5]non-2-yl)-1,2,4-triazin-6-yl]phenol